2-(bis(4-methoxybenzyl)amino)-N-((3R,4R)-4-methoxytetrahydro-2H-pyran-3-yl)-3-methyl-N-((5-(trifluoromethyl)pyridin-2-yl)methyl)quinoline-6-carboxamide COC1=CC=C(CN(C2=NC3=CC=C(C=C3C=C2C)C(=O)N(CC2=NC=C(C=C2)C(F)(F)F)[C@@H]2COCC[C@H]2OC)CC2=CC=C(C=C2)OC)C=C1